CC1(C(C(=CC2(CN(CCO2)C(=O)C2=CC=C(C=C2)C=2N=NSC2)C1)C#N)=O)C 10,10-dimethyl-9-oxo-4-[4-(1,2,3-thiadiazol-4-yl)benzene-1-carbonyl]-1-oxa-4-azaspiro[5.5]undec-7-ene-8-carbonitrile